C(C)[C@H]1OCCN(C1)CCNC(C1=CN=C(C(=C1)NC1=NN(C2=NC(=NC=C21)NC=2C=NN(C2)C)C)C)=O (R)-N-(2-(2-ethylmorpholino)ethyl)-6-methyl-5-((1-methyl-6-((1-methyl-1H-pyrazol-4-yl)amino)-1H-pyrazolo[3,4-d]pyrimidin-3-yl)amino)nicotinamide